3,7-Dimethyl-3-hydroxy-1,6-octadiene CC(C=C)(CCC=C(C)C)O